methyl 4-(5-amino-2-((5-fluoropyridin-2-yl) methyl)-3-oxo-7-(phenyl-d5)-2,3-dihydro-[1,2,4]triazolo[4,3-c]pyrimidin-8-yl)-6-methylpyridinecarboxylate NC1=NC(=C(C=2N1C(N(N2)CC2=NC=C(C=C2)F)=O)C2=CC(=NC(=C2)C)C(=O)OC)C2=C(C(=C(C(=C2[2H])[2H])[2H])[2H])[2H]